C[Si](CCOCN1N=CC(=C1)C1C=C(CCO1)B1OC(C(O1)(C)C)(C)C)(C)C trimethyl-[2-[[4-[4-(4,4,5,5-tetramethyl-1,3,2-dioxaborolan-2-yl)-3,6-dihydro-2H-pyran-6-yl]pyrazol-1-yl]methoxy]ethyl]silane